3-(3,4-difluorophenyl)-5-methyl-pyrazol-4-ol FC=1C=C(C=CC1F)C1=NNC(=C1O)C